OC=1CCCCC1O 5,6-dihydroxycyclohex-5-ene